(2S,3S,4R,5R)-5-(6-(3-Chloro-5-fluorobenzylamino)-2-(5-chloropyridin-3-yl)-9H-purin-9-yl)-3,4-dihydroxy-N-(methyl-d3)-tetrahydrofuran-2-carboxamide ClC=1C=C(CNC2=C3N=CN(C3=NC(=N2)C=2C=NC=C(C2)Cl)[C@H]2[C@@H]([C@@H]([C@H](O2)C(=O)NC([2H])([2H])[2H])O)O)C=C(C1)F